C(C)(=O)C1=CC(=C(N(C1=O)C1=C(C=CC=C1)OC)C)C(=O)NC1=C(C=CC=C1)OC 5-acetyl-N,1-bis(2-methoxyphenyl)-2-methyl-6-oxo-1,6-dihydropyridine-3-carboxamide